N-{trans-3-[(4-{N-[(7S)-4-Fluorobicyclo[4.2.0]octa-1,3,5-trien-7-yl]-N'-hydroxycarbamimidoyl}-1,2,5-oxadiazol-3-yl)oxy]cyclobutyl}acetamid FC1=CC=C2C[C@@H](C2=C1)NC(=NO)C=1C(=NON1)O[C@@H]1C[C@H](C1)NC(C)=O